BrC1=CC=C(C=C1)C(CNC(OC(C)(C)C)=O)C(F)F tert-Butyl N-[2-(4-bromophenyl)-3,3-difluoropropyl]carbamate